(3R*,4S*)-4-phenyl-2-oxopyrrolidine-3-carboxylic acid C1(=CC=CC=C1)[C@@H]1[C@H](C(NC1)=O)C(=O)O |o1:6,7|